2-(2-Aminoethyl)-5-methyl-N-(1-(naphthalen-1-yl)cyclopropyl)-1H-indole-6-carboxamide NCCC=1NC2=CC(=C(C=C2C1)C)C(=O)NC1(CC1)C1=CC=CC2=CC=CC=C12